FC1=C(C=CC=C1)C=1N(C(C(=CN1)N[C@H](C)C=1N=C(OC1)C1=CC=CC=C1)=O)CC(=O)O (R)-2-(2-(2-fluorophenyl)-6-oxo-5-((1-(2-phenyloxazol-4-yl)ethyl)amino)pyrimidin-1(6H)-yl)acetic acid